N-(2,3-Dihydro-[1,4]dioxino[2,3-b]pyridin-7-yl)-8-fluoro-5,6-dihydrobenzo[f]imidazo[1,5-d][1,4]oxazepine-10-carboxamide O1CCOC2=NC=C(C=C21)NC(=O)C=2C=C(C1=C(C=3N(CCO1)C=NC3)C2)F